NC1=NC=C(C2=C1C(=C(S2)C2=C(C=C(C=C2)NC(C=C)=O)C)C2=CC(=C(C=C2)OC2=NC=CC(=N2)C)F)C=2C=NN(C2)C N-(4-(4-amino-3-(3-fluoro-4-((4-methylpyrimidin-2-yl)oxy)phenyl)-7-(1-methyl-1H-pyrazol-4-yl)thieno[3,2-c]pyridin-2-yl)-3-methylphenyl)acrylamide